ClC=1C(=NC=C(C(=O)N)C1)C(CI)(F)F 5-chloro-6-(1,1-difluoro-2-iodoethyl)nicotinamide